ClC1=CC2=C(NC(=N2)C)C=C1C1=CC2=C(N=C(N=C2)NC2=CC=C(C=C2)N2CCOCC2)N2C1=NN=C2 6-(5-chloro-2-methyl-1H-benzo[d]imidazol-6-yl)-N-(4-morpholinylphenyl)-[1,2,4]triazolo[4',3':1,6]pyrido[2,3-d]pyrimidin-2-amine